C(C1=CC=CC=C1)N1[C@H](CNCC1)CCO 2-[(2S)-1-Benzylpiperazin-2-yl]ethanol